1,5-bis(epoxypropyl)-3-phenyl-1,1,3,5,5-pentamethyltrisiloxane C(C1CO1)[Si](O[Si](O[Si](C)(C)CC1CO1)(C)C1=CC=CC=C1)(C)C